FC(=C(CC1=NSC(=N1)NC(=O)C1=C(OC(=C1)C1=CC(=CC=C1)OC)C(F)(F)F)C)F N-(3-(3,3-difluoro-2-methylallyl)-1,2,4-thiadiazol-5-yl)-5-(3-methoxyphenyl)-2-(trifluoro-methyl)furan-3-carboxamide